(2S,4R)-1-(2-(3-acetyl-5-(2-methylpyrimidin-5-yl)-1H-indazol-1-yl)acetyl)-N-(1-(4-chloro-1H-pyrrole-2-carbonyl)piperidin-4-yl)-4-fluoropyrrolidine-2-carboxamide C(C)(=O)C1=NN(C2=CC=C(C=C12)C=1C=NC(=NC1)C)CC(=O)N1[C@@H](C[C@H](C1)F)C(=O)NC1CCN(CC1)C(=O)C=1NC=C(C1)Cl